2-methoxy-2-methyl-1-(methoxycarbonyl)methyl-1-aza-2-silacyclopentane CO[Si]1(N(CCC1)CC(=O)OC)C